6-Bromo-3-(ethylthio)-5-fluoro-1-(1-oxa-6-azaspiro[3.5]nonan-6-yl)-7,9-dihydrofuro[3,4-f]quinazoline BrC=1C2=C(C=3C(=NC(=NC3C1F)SCC)N1CC3(CCO3)CCC1)COC2